C(C1=CC=CC=C1)N(C(OC(C)(C)C)=O)C1=NC(=NN2C1=CC=C2OCC2CC2)Cl tert-butyl benzyl(2-chloro-7-(cyclopropylmethoxy)pyrrolo[2,1-f][1,2,4]triazin-4-yl)carbamate